Cl.ClC=1C(=NC=C(C1)Cl)[C@H](C(F)(F)F)N (R)-1-(3,5-dichloropyridin-2-yl)-2,2,2-trifluoroethan-1-amine hydrochloride